Cl.CC1NCCC(C1)NC1=CC=C(C=C1)OC(F)(F)F 2-methyl-N-[4-(trifluoromethoxy)phenyl]piperidin-4-amine hydrochloride